CC1=CC=C(C=C1)S(=O)(=O)OC1=C(C=C(C=C1)F)C1=C(C=CC=2CCCCC12)C (+)-4-Fluoro-2-(2-methyl-5,6,7,8-tetrahydronaphthalen-1-yl)phenyl 4-methylbenzenesulfonate